ClC=1C=CC2=C(C1)C=1C(=CN(C(C1)=O)C(C(=O)OC(C)(C)C)C[C@H]1OCCCC1)COC(C2)CO Tert-Butyl 2-[11-chloro-7-(hydroxymethyl)-2-oxo-7,8-dihydro-2H-[3]benzoxocino[5,6-c]pyridin-3(5H)-yl]-3-[(2S)-tetrahydro-2H-pyran-2-yl]propanoate